NC=1C(=NC(=C(N1)F)Br)C=1C=C2C(=CNC(C2=CC1)=O)C 6-(3-amino-6-bromo-5-fluoro-pyrazin-2-yl)-4-methylisoquinolin-1(2H)-one